2-(bromomethyl)-1-ethoxy-3,4-difluorobenzene BrCC1=C(C=CC(=C1F)F)OCC